(1R)-6-chloro-N-[2,4-difluoro-3-(2-{[1-(2-methoxyethyl)piperidin-4-yl]amino}quinazolin-6-yl)phenyl]-1-hydroxy-2,3-dihydro-1H-indene-4-sulfonamide ClC=1C=C(C=2CC[C@H](C2C1)O)S(=O)(=O)NC1=C(C(=C(C=C1)F)C=1C=C2C=NC(=NC2=CC1)NC1CCN(CC1)CCOC)F